CN(C=1C=C(C=CC1)COC1=CC=C2CCC3(C2=C1)CCC(CC3)C(=O)O)CCCC3=CC=CC=C3 6'-({3-[methyl(3-phenylpropyl)amino]phenyl}methoxy)-2',3'-dihydrospiro[cyclohexane-1,1'-indene]-4-carboxylic acid